NCC1=NNC(C2=CC=C(C=C12)C=1C=NN(C1N1C(C2(C3=CC=CC=C13)CCCC2)=O)C)=O 1'-(4-(4-(aminomethyl)-1-oxo-1,2-dihydro-phthalazin-6-yl)-1-methyl-1H-pyrazol-5-yl)spiro[cyclopentane-1,3'-indoline]-2'-one